ClC1=CC=C(C=C1)C(N1C[C@@H](N(C[C@H]1CC)C1=CC(N(C=2C=CC(=NC12)C#N)C)=O)CC)C1=CC=C(C=C1)Cl 8-[(2s,5r)-4-[bis(4-chlorophenyl)methyl]-2,5-diethylpiperazin-1-yl]-5-methyl-6-oxo-5,6-dihydro-1,5-naphthyridine-2-carbonitrile